ClC=1C=C2C3=C(NC2=CC1)C(=NCC3)/C=C(/C(=O)OC)\C methyl (E)-3-(6-chloro-4,9-dihydro-3H-pyrido[3,4-b]indol-1-yl)-2-methylacrylate